N-Nitrosocyclohexylhydroxylamin N(=O)N(O)C1CCCCC1